NC=1N=NC(=CC1N1CCN(CC1)C(=O)C1C(C1)CNC(COC=1C=C2C(N(C(C2=CC1)=O)C1C(NC(CC1)=O)=O)=O)=O)C1=C(C=CC=C1)O N-[(2-[4-[3-amino-6-(2-hydroxyphenyl)pyridazin-4-yl]piperazine-1-carbonyl]cyclopropyl)methyl]-2-[[2-(2,6-dioxopiperidin-3-yl)-1,3-dioxoisoindol-5-yl]oxy]acetamide